3-cyclopropyl-11-((2,4-dimethoxybenzyl)amino)-7-(pyridin-2-yl)-6,7-dihydroisoxazolo[4'',3'':6',7']cyclohepta[1',2':4,5]pyrrolo[2,3-d]pyrimidin-4(5H)-one C1(CC1)C=1ON=C2C1C(CCC1=C2C2=C(N=CN=C2NCC2=C(C=C(C=C2)OC)OC)N1C1=NC=CC=C1)=O